C(C=C)(=O)OCCC(C(=O)O)CCCC(=O)O acryloyloxyethyl-adipic acid